N-(1-cyano-2-methoxyethyl)-4-methoxybenzenesulfonamide C(#N)C(COC)NS(=O)(=O)C1=CC=C(C=C1)OC